C1(=CC=CC=C1)N(C1=CC2=CC=C(C=C2C=C1)N(C1=CC=CC=C1)C1=CC=CC=C1)C1=CC=CC=C1 N,N,N',N'-Tetraphenylnaphthalene-2,6-diamine